CC(COCCO)OCCO The molecule is a triblock copolymer composed of a central hydrophobic chain of poly(propylene oxide) (70 units) flanked by two hydrophilic chains of poly(ethylene oxide) (20 units each). A polymer with the formula HO[CH2CH2O]2O[CH2CH(CH3)O]70[CH2CH2O]2OH. It has a role as a nonionic surfactant.